BrC=1C=C(C=C(C1)C)C1=CC(=CC(=C1)C)Br 3,3'-dibromo-5,5'-dimethyl-1,1'-biphenyl